2-(4,5-dihydroimidazolyl)propane, dihydrochloride Cl.Cl.N1C(=NCC1)C(C)C